FCC=1C=C(N(N1)C)C(=O)O 5-(fluoromethyl)-2-methyl-pyrazole-3-carboxylic acid